FC=1C(=NC=C(C1)C1=CC=NC=2N1N=CN2)C#N 3-fluoro-5-{[1,2,4]triazolo[1,5-a]pyrimidin-7-yl}pyridine-2-carbonitrile